6,6-difluoro-2-(trifluoromethyl)-6,7-dihydro-5H-cyclopenta[b]pyridin-5-one FC1(C(C=2C(=NC(=CC2)C(F)(F)F)C1)=O)F